N1-(1-(2-(4-methoxy-1-methyl-6-oxo-1,6-dihydropyridin-3-yl)benzyl)piperidin-4-yl)-N5-(4-(((2S,4R)-2-methyl-1-propionyl-1,2,3,4-tetrahydroquinolin-4-yl)amino)phenyl)glutaramide COC=1C(=CN(C(C1)=O)C)C1=C(CN2CCC(CC2)NC(CCCC(=O)NC2=CC=C(C=C2)N[C@@H]2C[C@@H](N(C3=CC=CC=C23)C(CC)=O)C)=O)C=CC=C1